7-(1,2,3,3a,4,6,7,7a-octahydropyrrolo[3,2-c]pyridin-5-yl)-2-[3-(6-methyl-2-pyridyl)-1H-pyrazol-4-yl]-1,5-naphthyridine N1CCC2CN(CCC21)C2=CN=C1C=CC(=NC1=C2)C=2C(=NNC2)C2=NC(=CC=C2)C